4-(4-(Trifluoromethoxy)phenyl)cyclopent-1-en-1-yl trifluoromethanesulfonate FC(S(=O)(=O)OC1=CCC(C1)C1=CC=C(C=C1)OC(F)(F)F)(F)F